3-[2-[(3R)-1-[5-bromo-2-[4-(hydroxymethyl)cyclohexyl]indazol-6-yl]pyrrolidin-3-yl]oxyethoxy]benzamide BrC1=CC2=CN(N=C2C=C1N1C[C@@H](CC1)OCCOC=1C=C(C(=O)N)C=CC1)C1CCC(CC1)CO